C(C)(=O)OSC(C1=CC=CC=C1)C methyl-(Phenylmethylthio) acetate